C(C1=CC=CC=C1)N(C(=O)N(C1=NC=C(N=C1)C=1C=NC(=NC1)OC)[C@@H]1CC[C@H](CC1)NC1=NC=C(C(=N1)C1=NNC=C1Cl)C#N)C 1-benzyl-3-(trans-4-((4-(4-chloro-1H-pyrazol-3-yl)-5-cyanopyrimidin-2-yl)amino)cyclohexyl)-3-(5-(2-methoxypyrimidin-5-yl)pyrazin-2-yl)-1-methylurea